2-((4-((6-((4-chloro-2-fluorophenoxy)methyl)pyridin-2-yl)oxy)piperidin-1-yl)methyl)-4-ethoxy-1-methyl-1H-benzo[d]imidazole-6-carboxylic acid ClC1=CC(=C(OCC2=CC=CC(=N2)OC2CCN(CC2)CC2=NC3=C(N2C)C=C(C=C3OCC)C(=O)O)C=C1)F